BrC1=CC(=C2N(C1=O)C(NC2=O)(C)C2=CC(=CC=C2)F)C 6-bromo-3-(3-fluorophenyl)-3,8-dimethyl-2,3-dihydroimidazo[1,5-a]pyridine-1,5-dione